3-methoxypyrrolidine-1-carboxylic acid tert-butyl ester C(C)(C)(C)OC(=O)N1CC(CC1)OC